(2-chloro-4-fluoro-phenyl)-[8-[5-(2,2-dimethylpropylsulfonyl)-1-(2-trimethylsilylethoxymethyl)indol-7-yl]-3,8-diazabicyclo[3.2.1]octan-3-yl]methanone ClC1=C(C=CC(=C1)F)C(=O)N1CC2CCC(C1)N2C=2C=C(C=C1C=CN(C21)COCC[Si](C)(C)C)S(=O)(=O)CC(C)(C)C